pentanimine iridium chloride [Ir](Cl)(Cl)Cl.C(CCCC)=N